NC1=C(C(=O)NC2=CC3=CN(N=C3C=C2)C)C=CC(=C1)Br 2-amino-4-bromo-N-(2-methyl-2H-indazol-5-yl)benzamide